C(C)(C)NC(=O)NC1=NC2=CC(=CC=C2C=N1)NC(C)C=1C=NC=CC1 1-isopropyl-3-(7-((1-(pyridin-3-yl)ethyl)amino)quinazolin-2-yl)urea